N=1[N]N=CC1 1,2λ2,3-triazole